6-(hydroxymethyl)tetrahydro-2H-pyran-2,3-diol OCC1CCC(C(O1)O)O